ClC(C1=NC(=NO1)C1=CC=C(C=C1)P(N1CCOCC1)(C)=O)(F)F (4-(5-(chlorodifluoromethyl)-1,2,4-oxadiazol-3-yl)phenyl)(methyl)(morpholino)phosphine oxide